1-[3-[[(diphenylphosphinyl)acetyl]amino]propyl]-3-tetradecyl-1H-3-imidazolium hexafluorophosphate F[P-](F)(F)(F)(F)F.C1(=CC=CC=C1)P(=O)(C1=CC=CC=C1)CC(=O)NCCCN1C=[N+](C=C1)CCCCCCCCCCCCCC